FC1(C(C12CCC2)CO)F {2,2-difluorospiro[2.3]hexan-1-yl}methanol